C(C)(C)(C)OC(=O)NC=1C=C2C(=CN=C(C2=CN1)N(C(OC(C)(C)C)=O)CC1=C(C=CC2=C1CCO2)F)C2=CC(=NN2C)C tert-butyl (6-((tert-butoxycarbonyl)amino)-4-(1,3-dimethyl-1H-pyrazol-5-yl)-2,7-naphthyridin-1-yl)((5-fluoro-2,3-dihydrobenzofuran-4-yl)methyl)carbamate